C1(=CC=CC=C1)\C(\C)=N\N1C(N2[C@@H](CCCC2)C1=O)=O (S,E)-2-((1-phenylethylidene)amino)tetrahydroimidazo[1,5-a]pyridine-1,3(2H,5H)-dione